4'-sulfonylbiphenol S(=O)(=O)=C1CC(=C(C=C1)O)C=1C(=CC=CC1)O